CN1C(C2=CC=C(C=C2C1)NC1=CC=C(C=C1)CN1CCCC1)=O 2-Methyl-5-((4-(pyrrolidin-1-ylmethyl)phenyl)amino)isoindolin-1-one